C1(CCCC1)CC(=O)NC=1N=NN(C1)CCCCN1N=NC(=C1)C(=O)NCC1CC1 1-{4-[4-(2-cyclopentylacetamido)-1H-1,2,3-triazol-1-yl]butyl}-N-(cyclopropylmethyl)-1H-1,2,3-triazole-4-carboxamide